8-(3,4-dimethyl-3-hexyloxycarbonyl)-tetracyclo[4.4.0.12,5.17,10]-3-dodecene CC(CC)(C(CC)C)OC(=O)C1C2C3C4C=CC(C3C(C1)C2)C4